CCCCC(CCCCCCC)[PH2]=O C5-dodecylphosphine oxide